Ethyl 3-(4-(sec-butoxy)phenyl)-2-methylbutanoate C(C)(CC)OC1=CC=C(C=C1)C(C(C(=O)OCC)C)C